N1(CCC1)C1=NC=2N(C(=C1)C1=CC=CC=C1)N=C(C2)C(=O)NC2CN(C2)C 5-(azetidin-1-yl)-N-(1-methylazetidin-3-yl)-7-phenylpyrazolo[1,5-a]pyrimidine-2-carboxamide